CN(C(CNC1=CC(=NC2=CN=CC=C12)C1=CC=NC=C1)(C)C)C N2,N2,2-trimethyl-N-(2-(pyridin-4-yl)-1,7-naphthyridin-4-yl)propane-1,2-diamine